C1=CC=CC=2C3=CC=CC=C3N(C12)C1=C(C(=C(C=C1)C1=C(C=CC=C1)C)C)N1C2=CC=CC=C2C=2C=CC=CC12 bis(9-carbazolyl)-2,2'-dimethyl-biphenyl